NC=1SC=C(N1)C1=C(C=C(C=C1)CO)CO 4-(2-amino-1,3-thiazole-4-yl)benzene-1,3-dimethanol